potassium acetate chloride [Cl-].C(C)(=O)O.[K+]